C(C)N1N=CC(=C1)C1=NC(=NC(=C1)N1CC(C1)NC)N 4-(1-ethyl-1H-pyrazol-4-yl)-6-(3-(methylamino)azetidin-1-yl)pyrimidin-2-amine